4-(((1R,2R)-2-Hydroxy-2-methylcyclopentyl)amino)-2-(methylthio)pyrimidine-5-carbaldehyde O[C@]1([C@@H](CCC1)NC1=NC(=NC=C1C=O)SC)C